1-(1-hydroxyethyl)-7-methoxy-9H-β-carboline OC(C)C1=NC=CC=2C3=CC=C(C=C3NC12)OC